FC1=C(C(=CC=C1OC)N)N 3-fluoro-4-methoxybenzene-1,2-diamine